Tert-Butyl (trans-2-(4-(cyclopentylcarbamoyl)thiophen-2-yl)cyclopropyl)carbamate C1(CCCC1)NC(=O)C=1C=C(SC1)[C@H]1[C@@H](C1)NC(OC(C)(C)C)=O